2-(4-amino-8-methyl-6-(pyridin-4-yl)-9H-pyrimido[4,5-b]Indol-9-yl)acetic acid tert-butyl ester C(C)(C)(C)OC(CN1C2=C(C3=CC(=CC(=C13)C)C1=CC=NC=C1)C(=NC=N2)N)=O